BrC=1C=C(C(=C(C1)CN(C(OC(C)(C)C)=O)C(CO)CO)O)Cl Tert-butyl N-[(5-bromo-3-chloro-2-hydroxyphenyl)methyl]-N-(1,3-dihydroxypropan-2-yl)carbamate